O1CN=C2C1=CC1=CC=CC1=C2 indeno[5,6-d]oxazole